1-(toluene-4-sulfonyl)-ethyl isocyanide CC1=CC=C(C=C1)S(=O)(=O)C(C)[N+]#[C-]